ethyl α-acetyl-3,5-dimethoxy-4-hydroxycinnamate C(C)(=O)C(C(=O)OCC)=CC1=CC(=C(C(=C1)OC)O)OC